COC(=O)/C=C/C(=O)OCCOC(=O)OC[C@@H](C(=O)Cl)N 3-{[(2E)-3-(methoxycarbonyl)prop-2-enoyloxy]ethoxycarbonyloxy}(2S)-2-aminopropanoic acid, chloride